C1(CCCCCCCCCCCCCC1)CCC(=O)OCCCCCC(CCCCCOC(CCC1CCCCCCCCCCCCCC1)=O)N(C)CCSCCO 6-((2-((2-Hydroxyethyl)thio)ethyl)(methyl)amino)undecane-1,11-diyl bis(3-cyclopentadecylpropanoate)